OC1(CC(C1)C(=O)N1CC2(C1)C[C@H](CC2)CC2=CC=C(C=C2)OC)C |r| (rac)-((1s,3s)-3-Hydroxy-3-methylcyclobutyl)(6-(4-methoxybenzyl)-2-azaspiro[3.4]octan-2-yl)methanon